2-(2-cyanoethoxy)-5-ethylbenzenesulfonyl chloride C(#N)CCOC1=C(C=C(C=C1)CC)S(=O)(=O)Cl